N'-(2-methylbutyl)-N'-(2-pyridylmethyl)oxamide CC(CN(C(C(N)=O)=O)CC1=NC=CC=C1)CC